12-[3-(3-phenylphenyl)phenyl]-11H-indolo[2,3-a]carbazole C1(=CC=CC=C1)C=1C=C(C=CC1)C=1C=C(C=CC1)N1C=2C=CC=CC2C=2C1=C1NC3=CC=CC=C3C1=CC2